N-(2-chlorophenethyl)-2-ethyl-6-methylthieno[2,3-d]pyrimidin-4-amine ClC1=C(CCNC=2C3=C(N=C(N2)CC)SC(=C3)C)C=CC=C1